(2R,5S)-5-(aminomethyl)-2-[4-(2,4-dichlorophenoxy)phenyl]-1,4-thiazepan-3-one NC[C@H]1NC([C@H](SCC1)C1=CC=C(C=C1)OC1=C(C=C(C=C1)Cl)Cl)=O